trans-3-((5-(trifluoromethyl)pyridin-2-yl)oxy)cyclobutan-1-amine FC(C=1C=CC(=NC1)O[C@@H]1C[C@H](C1)N)(F)F